C1(CCC1)N1N=CC(=C1)NC(=O)C=1N=C(SC1)N1N=CC=C1 N-(1-cyclobutyl-1H-pyrazol-4-yl)-2-(1H-pyrazol-1-yl)thiazole-4-carboxamide